4-hydroxy-1-isobutyl-N-(3-methylpyridin-2-yl)-2-oxo-1,2-dihydroquinoline-3-carboxamide OC1=C(C(N(C2=CC=CC=C12)CC(C)C)=O)C(=O)NC1=NC=CC=C1C